COC1=C(C=CC(=C1)C(F)(F)F)C=1N=CN(C1)C1=C(NC)C=CC(=C1)[N+](=O)[O-] 2-(4-(2-methoxy-4-(trifluoromethyl)phenyl)-1H-imidazol-1-yl)-N-methyl-4-nitroaniline